COC=1C=CC2=C(C(NS2(=O)=O)=O)C1 5-methoxybenzo[d]isothiazol-3(2H)-one 1,1-dioxide